ClC1=C(C=C(C=C1)[C@H](C(=O)N1CCN(CC1)C=1C2=C(N=CN1)[C@@H](C[C@H]2C)O)CNC(C)C)F (S)-2-(4-chloro-3-fluorophenyl)-1-(4-((5R,7R)-7-hydroxy-5-methyl-6,7-dihydro-5H-cyclopenta[d]pyrimidin-4-yl)piperazin-1-yl)-3-(isopropylamino)propan-1-one